4-[(1S)-1-({[5-chloro-2-(2,3-dichlorophenoxy)pyridin-3-yl]carbonyl}amino)ethyl]benzoic acid ClC=1C=C(C(=NC1)OC1=C(C(=CC=C1)Cl)Cl)C(=O)N[C@@H](C)C1=CC=C(C(=O)O)C=C1